(R)-(1-(6-(Benzyloxy)-1H-indol-3-yl)propan-2-yl)carbamate C(C1=CC=CC=C1)OC1=CC=C2C(=CNC2=C1)C[C@@H](C)NC([O-])=O